CN(CCCNCC1=CC(=CC=C1)CN)C N-(3-Dimethylaminopropyl)-1,3-bis(aminomethyl)benzol